FC(CN1N=CC2=C(C=CC=C12)NC1=NC=C(C(=N1)NCCO)C(F)(F)F)F 2-[[2-[[1-(2,2-difluoroethyl)indazol-4-yl]amino]-5-(trifluoromethyl)pyrimidin-4-yl]amino]ethanol